CCCCC/C=C\C/C=C\C/C=C\CCCCC(=O)O[C@H](COC(=O)CCC/C=C\C/C=C\C/C=C\C/C=C\C/C=C\CC)COP(=O)(O)OC[C@H](CO)O 1-(5Z,8Z,11Z,14Z,17Z-eicosapentaenoyl)-2-(6Z,9Z,12Z-octadecatrienoyl)-glycero-3-phospho-(1'-sn-glycerol)